2-((4R,7S)-1,3-dioxo-1,3,3a,4,7,7a-hexahydro-2H-4,7-methanoisoindol-2-yl)ethyl methacrylate C(C(=C)C)(=O)OCCN1C(C2[C@@H]3C=C[C@H](C2C1=O)C3)=O